ethyl (S)-3-(3-(1H-imidazol-1-yl)phenyl)-3-(benzyl((R)-1-phenylethyl) amino)propanoate N1(C=NC=C1)C=1C=C(C=CC1)[C@H](CC(=O)OCC)N([C@H](C)C1=CC=CC=C1)CC1=CC=CC=C1